CC=1CCC(C(C1)C=1C(=C(C(=CC1O)CCCCC)C1=NOC(=N1)C)O)C(=C)C 5'-methyl-3-(5-methyl-1,2,4-oxadiazol-3-yl)-4-pentyl-2'-(prop-1-en-2-yl)-1',2',3',4'-tetrahydro-[1,1'-biphenyl]-2,6-diol